C1(CC1)C(=O)C=1C=NC(=CC1N1CC(C1)O)NC1=NC(=NC=C1)C1=C(C=CC=C1OC)F cyclopropyl(6-((2-(2-fluoro-6-methoxyphenyl)pyrimidin-4-yl)amino)-4-(3-hydroxyazetidin-1-yl)pyridin-3-yl)methanone